Cl.FC=1C(=C(CN)C=C(C1)F)C 3,5-difluoro-2-methylbenzylamine hydrochloride